C(C=C)N1N(C2=NC(=NC=C2C1=O)NC1=CC=C(C=C1)N1CCN(CC1)C)C1=CC=C2C(=N1)[C@](CC2)(O)C(F)F (S)-2-allyl-1-(7-(difluoromethyl)-7-hydroxy-6,7-dihydro-5H-cyclopenta[b]pyridin-2-yl)-6-((4-(4-methylpiperazin-1-yl)phenyl)amino)-1,2-dihydro-3H-pyrazolo[3,4-d]pyrimidin-3-one